1-(4-((6-chloropyridazin-3-yl)oxy)phenyl)-3-(3,4-dimethoxyphenyl)-2-propen-1-one ClC1=CC=C(N=N1)OC1=CC=C(C=C1)C(C=CC1=CC(=C(C=C1)OC)OC)=O